(S)-N-((2-Chlorobenzo[d]thiazol-5-yl)methyl)-N-(4,4-difluorocyclohexyl)-1-((R)-4-methoxy-N-methylphenylsulfonimidoyl)pyrrolidine-2-carboxamide ClC=1SC2=C(N1)C=C(C=C2)CN(C(=O)[C@H]2N(CCC2)[S@](=O)(=NC)C2=CC=C(C=C2)OC)C2CCC(CC2)(F)F